1-((3s,4r)-1-(2-methoxyethyl)-4-phenylpyrrolidin-3-yl)-3-(1-methyl-3-phenyl-1H-pyrazol-5-yl)urea COCCN1C[C@H]([C@@H](C1)C1=CC=CC=C1)NC(=O)NC1=CC(=NN1C)C1=CC=CC=C1